3-(5-fluoro-3-pyridyl)-6,6-dimethyl-1,2,3,7,8,9-hexahydropyrazolo[1,2-a]diazepin-5-one FC=1C=C(C=NC1)C1CCN2N1C(C(CCC2)(C)C)=O